2-((4-((1R,5S)-3,8-diazabicyclo[3.2.1]octan-3-yl)-6-chloro-8-fluoro-7-(2-fluoro-6-hydroxyphenyl)quinazolin-2-yl)methyl)isoindoline-1,3-dione [C@H]12CN(C[C@H](CC1)N2)C2=NC(=NC1=C(C(=C(C=C21)Cl)C2=C(C=CC=C2O)F)F)CN2C(C1=CC=CC=C1C2=O)=O